C(C)(C)(C)OC(C1=CC=C(C=C1)N1CC(C1)CN1CCN(CC1)C=1C=C2C(N(C(C2=CC1)=O)C1C(NC(CC1)=O)=O)=O)=O 4-[3-[[4-[2-(2,6-dioxo-3-piperidinyl)-1,3-dioxo-isoindolin-5-yl]piperazin-1-yl]methyl]azetidin-1-yl]benzoic acid tert-butyl ester